Cl.N1CCC(CC1)C(=O)N1CC2(C1)CCN(CC2)C=2C=CC(=NC2)NC(=O)C2CCNCC2 N-(5-(2-(piperidine-4-carbonyl)-2,7-diazaspiro[3.5]nonan-7-yl)pyridin-2-yl)piperidine-4-carboxamide hydrochloride